[N+](=O)([O-])C1=C(CSC=2N(C(=NN2)CC2=CC=CC=3C4=CC=CC=C4NC23)C2=CC=CC=C2)C=CC=C1 ((5-((2-nitrobenzyl)thio)-4-phenyl-4H-1,2,4-triazol-3-yl)methyl)-9H-carbazole